N-((1r,3r)-3-(3-Chloro-4-cyanophenoxy)-2,2,4,4-tetramethylcyclobutyl)-2-(4-(hydroxymethyl)piperidin-1-yl)pyrimidine-5-carboxamide ClC=1C=C(OC2C(C(C2(C)C)NC(=O)C=2C=NC(=NC2)N2CCC(CC2)CO)(C)C)C=CC1C#N